CN1CCC(CC1)C=1C=CC(=NC1)C1=NC(=NC=C1)N.[N] nitrogen (5-(1-Methylpiperidin-4-yl)pyridin-2-yl)pyrimidin-2-amine